3,6-Diaminoacridine hydrochloride Cl.NC=1C=CC2=CC3=CC=C(C=C3N=C2C1)N